2-(5-(3,5-Dichlorophenyl)thiophen-2-yl)-N-(3-(1,1-dioxidothiomorpholino)propyl)acetamid ClC=1C=C(C=C(C1)Cl)C1=CC=C(S1)CC(=O)NCCCN1CCS(CC1)(=O)=O